COCCOCC1=NC(=CC=C1C(=O)C1C(CCCC1=O)=O)C 2-({2-[(2-methoxyethoxy)-methyl]-6-methylpyridin-3-yl}carbonyl)cyclohexane-1,3-dione